N-(6-methyl-8-(methylamino)-2,7-naphthyridin-3-yl)cyclopropanecarboxamide CC=1C=C2C=C(N=CC2=C(N1)NC)NC(=O)C1CC1